5,5-diethyltetrahydrofuran-2-one C(C)C1(CCC(O1)=O)CC